C(CCCCCCCCCCC)(=O)[O-].C(CCCCCCCCCCC)(=O)[O-].C(CCCCCCC)[Sn+2]CCCCCCCC di-n-octyltin dilaurate salt